CC1(C(CC=C1C)C(C=CC)O)C (2,2,3-trimethyl-3-cyclopenten-1-yl)-2-buten-1-ol